C(C)(C)(C)[P@@]1COC2=C1C(=CC=C2)C2=C(C(=CC(=C2OC)C)C)OC (S)-3-(tert-butyl)-4-(2,6-dimethoxy-3,5-dimethylphenyl)-2,3-dihydrobenzo[d][1,3]oxaphosphole